C(CCCCC)N(C(O)=O)[C@H](CC(=O)N)C1=NN=C(N1)CCC1=CC=CC=C1.ClC=1N=CC2=C(C=CC(=C2C1)C(C)C)N1[C@@H]([C@H](C1)CS(=O)(=O)CC)C 3-chloro-8-[(2R,3S)-3-[(ethylsulfonyl)methyl]-2-methylazetidin-1-yl]-5-(propan-2-yl)isoquinoline hexyl-(R)-(3-amino-3-oxo-1-(5-phenethyl-4H-1,2,4-triazol-3-yl)propyl)carbamate